O=C1OC=C(N1C=1C=C(C=CC1)C)C1=CC=C(C=C1)S(=O)(=O)N 4-(2-oxo-3-m-tolyl-2,3-dihydrooxazol-4-yl)benzenesulfonamide